1-(6-chloropyridin-3-yl)-N-(3-chloro-4-fluorobenzyl)methylamine ClC1=CC=C(C=N1)CNCC1=CC(=C(C=C1)F)Cl